NCC[C@H]1N(CCCC1)C(=O)OC(C)(C)C tert-butyl (2S)-2-(2-aminoethyl)piperidine-1-carboxylate